4-methoxymethoxy-1-methylbutyl-lithium COCOCCCC(C)[Li]